3-methyl-6-phenyl-1,2,4,5-tetrazine CC=1N=NC(=NN1)C1=CC=CC=C1